(S)-8-((2-ethoxy-3-hydroxypropyl)thio)-7-(4-fluorophenyl)-6-(trifluoromethyl)quinazoline-2,4(1H,3H)-dione C(C)O[C@H](CSC=1C(=C(C=C2C(NC(NC12)=O)=O)C(F)(F)F)C1=CC=C(C=C1)F)CO